tert-butyl (2-(5-chloropyridin-2-yl)-2,2-difluoroethyl)(methyl)carbamate ClC=1C=CC(=NC1)C(CN(C(OC(C)(C)C)=O)C)(F)F